FC1(CCN(CC1)C1=NC(=CC=2N1C=CC2)NC(C2=C(C=C(C=C2)I)N2CCC1(CC1)CC2)=O)F N-(1-(4,4-difluoropiperidin-1-yl)pyrrolo[1,2-c]pyrimidin-3-yl)-4-iodo-2-(6-azaspiro[2.5]octan-6-yl)benzamide